(S)-tert-butyl(1-((3',4'-dichloro-[1,1'-biphenyl]-4-yl)amino)-1-oxopentan-2-yl)carbamate C(C)(C)(C)OC(N[C@H](C(=O)NC1=CC=C(C=C1)C1=CC(=C(C=C1)Cl)Cl)CCC)=O